C(C)(C)(C)OC(=O)NCCN1C=C(C=C1)C(=O)O 1-(2-((tert-butoxycarbonyl)amino)ethyl)-1H-pyrrole-3-carboxylic acid